ClC1=NC2=CC=C(C=C2C(=N1)OC)F 2-chloro-6-fluoro-4-methoxyquinazoline